C1(CC1)C1=NC=C(C(=N1)OC1=CC=CC=C1)C(=O)N1CC(C1)C=CS(=O)(=O)C (2-Cyclopropyl-4-phenoxypyrimidin-5-yl)(3-(2-(methylsulfonyl)vinyl)azetidin-1-yl)methanone